[Co](O)(O)O cobalt(III) hydroxide